2-(7H-dibenzo[c,g]carbazol-7-yl)ethanamine C1=CC=CC=2C=CC=3N(C=4C=CC5=C(C4C3C21)C=CC=C5)CCN